2-(4-(((6-Fluoroisoquinolin-1-yl)methyl)(quinolin-8-yl)amino)butyl)isoindoline-1,3-dione FC=1C=C2C=CN=C(C2=CC1)CN(CCCCN1C(C2=CC=CC=C2C1=O)=O)C=1C=CC=C2C=CC=NC12